FC(C(=O)[O-])(F)F.NC1=[NH+]C=2C(=CC=CC2C=2N1C=C(N2)CC2CCN(CC2)C2=NC=C(C=C2)F)F 5-amino-7-fluoro-2-((1-(5-fluoropyridin-2-yl)piperidin-4-yl)-methyl)imidazo[1,2-c]quinazolin-6-ium 2,2,2-trifluoroacetate